N=1C=NN2C1C=CC(=C2)C2=CC(=NN2C2=NC(=CC=C2)C)CC(=O)NC2=CC(=CC=C2)Br 5-([1,2,4]triazolo[1,5-a]pyridin-6-yl)-N-(3-bromophenyl)-1-(6-methylpyridin-2-yl)-1H-pyrazole-3-carboxyamide